pent-1-yl-{8-methyl-4-[1-(3-trifluoromethyl-phenyl)-ethylamino]-1,3-dihydro-2,5,6,8a-tetraaza-as-indacen-2-yl}-methanone C(CCCC)C(=O)N1CC=2N3C(=CN=C3N=C(C2C1)NC(C)C1=CC(=CC=C1)C(F)(F)F)C